7-n-pentyl-1,4-dimethylazulene C(CCCC)C1=CC=C(C2=CC=C(C2=C1)C)C